6-cyanopyridin C(#N)C1=CC=CC=N1